tert-butyl 1'-(4-((2,6-dioxopiperidin-3-yl)amino)-2-fluorophenyl)-[4,4'-bipiperidine]-1-carboxylate O=C1NC(CCC1NC1=CC(=C(C=C1)N1CCC(CC1)C1CCN(CC1)C(=O)OC(C)(C)C)F)=O